C(C)OC(CC=1SC(=CN1)Br)=O 2-(5-bromo-1,3-thiazol-2-yl)acetic acid ethyl ester